(±)-N-(2,4-dimethoxybenzyl)-7-methoxy-2-(pyrrolidin-3-yl)-[1,2,4]triazolo[1,5-c]quinazolin-5-amine COC1=C(CNC2=NC=3C(=CC=CC3C=3N2N=C(N3)[C@H]3CNCC3)OC)C=CC(=C1)OC |r|